tert-Butyl ((S)-(7-((S)-1-((3-amino-2,2-difluoropropyl)amino)-2-cyclopropoxyethyl)imidazo[1,2-b]pyridazin-2-yl)(4,4-difluorocyclohexyl)methyl)carbamate NCC(CN[C@H](COC1CC1)C1=CC=2N(N=C1)C=C(N2)[C@H](C2CCC(CC2)(F)F)NC(OC(C)(C)C)=O)(F)F